6-Bromo-1-phenyl-1H-benzo[d]imidazol-2(3H)-one BrC=1C=CC2=C(N(C(N2)=O)C2=CC=CC=C2)C1